C(C)(C)(C)CS(=O)(=O)N(C(=O)OCC[C@@H](C)NC)C1=C(C=C(C=C1)OC)CBr (3R)-3-(methylamino)butan-1-ol tert-butyl-N-[2-(bromomethyl)-4-methoxy-phenyl]-N-methylsulfonyl-carbamate